NC1=NC(=C(C(=N1)Cl)C\C=C\CC1OCCCC1)Cl (E)-1-(2-amino-4,6-dichloropyrimidin-5-yl)-4-(tetrahydropyran-2-yl)-2-butene